CC1=CC=C(C=C1)C=C(C=O)CCCCC 2-[(4-methylphenyl)methylene]-heptaldehyde